4-(cyclohexylmethyl)-N-(2-(4-ethylpiperazin-1-yl)-4-methylquinolin-6-yl)piperazine-1-carbothioamide C1(CCCCC1)CN1CCN(CC1)C(NC=1C=C2C(=CC(=NC2=CC1)N1CCN(CC1)CC)C)=S